C[C@@H]1OCC2([C@@H]1NC(OC(C)(C)C)=O)CCN(CC2)C2=NC=C(N=C2)SC2=CC=CC1=C2OCCN1C1CCNCC1 tert-butyl ((3S,4S)-3-methyl-8-(5-((4-(piperidin-4-yl)-3,4-dihydro-2H-benzo[b][1,4]oxazin-8-yl)thio)pyrazin-2-yl)-2-oxa-8-azaspiro[4.5]decan-4-yl)carbamate